3-(6-chloro-5-(cis-2,6-dimethylmorpholino)pyridazin-3-yl)-8-oxa-3-azabicyclo[3.2.1]octane ClC1=C(C=C(N=N1)N1CC2CCC(C1)O2)N2C[C@@H](O[C@@H](C2)C)C